FC(C1=NN=NN1CN1N=CC=C1C(=O)O)(F)F (5-(trifluoromethyl)-1H-tetrazol-1-ylmethyl)-1H-pyrazole-5-carboxylic acid